(2,6-Difluorophenyl)(4-(5-(7-(1-methyl-1H-pyrazol-4-yl)quinazolin-5-yl)pyridin-2-yl)piperazin-1-yl)methanone FC1=C(C(=CC=C1)F)C(=O)N1CCN(CC1)C1=NC=C(C=C1)C1=C2C=NC=NC2=CC(=C1)C=1C=NN(C1)C